(4-(4-fluorobenzyl)-3,4-dihydroquinoxalin-1(2H)-yl)(3-(isopropylamino)pyrrolidin-1-yl)methanone FC1=CC=C(CN2CCN(C3=CC=CC=C23)C(=O)N2CC(CC2)NC(C)C)C=C1